ClC=1C=C(C=2N(N1)C(=CN2)F)[C@@H]2[C@H](C2)C=2C=NC=NC2 6-chloro-3-fluoro-8-[(1S,2S)-2-pyrimidin-5-ylcyclopropyl]imidazo[1,2-b]pyridazine